NC1=NC(=C(C=C1SC#N)SC#N)N 2,6-diamino-3,5-dithiocyanopyridine